C(CCCCCCC=CCCCCCCCC(=O)O)C(=O)O 8-hexadecen-1,16-dicarboxylic acid